N,N-bis(trimethylsilyl)-2-(3-(trimethoxysilyl)propoxy)ethanamine C[Si](N(CCOCCC[Si](OC)(OC)OC)[Si](C)(C)C)(C)C